N-(8-(methylamino)-5-(6-(2-(methylthio)ethoxy)-[1,2,4]triazolo[1,5-a]pyridin-2-yl)-2,7-naphthyridin-3-yl)cyclopropanecarboxamide CNC=1N=CC(=C2C=C(N=CC12)NC(=O)C1CC1)C1=NN2C(C=CC(=C2)OCCSC)=N1